BrC=1C2(C3=C(C=CC=C3C1)F)CCC1(CC2)NC(NC1=O)=O 2''-bromo-7''-fluorodispiro[imidazolidine-4,1'-cyclohexane-4',1''-indene]-2,5-dione